(5-amino-[1,2,4]triazolo[4,3-c]quinazolin-9-yl)(3-methyl-5-(5-(trifluoromethyl)pyridin-2-yl)morpholino)methanone NC1=NC=2C=CC(=CC2C=2N1C=NN2)C(=O)N2C(COCC2C2=NC=C(C=C2)C(F)(F)F)C